amylamine formate C(=O)O.C(CCCC)N